C1(CCC1)CN[C@H]1CN(CCC1)C1=CC(N(C=C1)C(C)N1N=NC(=C1)C1=NC(=CN=C1)N(C)C)=O 4-((R)-3-((cyclobutylmethyl)amino)piperidin-1-yl)-1-(1-(4-(6-(dimethylamino)pyrazin-2-yl)-1H-1,2,3-triazol-1-yl)ethyl)pyridin-2(1H)-one